O1C=C(C=C1)C1=C(C(C2=CC(=CC=C12)OCCOC1=CC=C(C=C1)C(C)C)=O)C=1C=NC=CC1 (furan-3-yl)-6-(2-(4-isopropylphenoxy)ethoxy)-2-(pyridin-3-yl)-1H-inden-1-one